ethyl racemic-trans-3-hydroxy-cyclohexanecarboxylate O[C@@H]1C[C@H](CCC1)C(=O)OCC |r|